2-neopentyl-9,10-di(2-naphthyl)-anthracene C(C(C)(C)C)C1=CC2=C(C3=CC=CC=C3C(=C2C=C1)C1=CC2=CC=CC=C2C=C1)C1=CC2=CC=CC=C2C=C1